CC1(C(C(C2=CC(=CC=C12)C(=O)O)C)C1=CC=C(C=C1)C(=O)O)C 1,1,3-trimethyl-5-carboxyl-(p-carboxyphenyl)indan